C(C)OC[C@H](C(C)C)NC1=C(C=NC2=CC=CC=C12)[N+](=O)[O-] N-[(1S)-1-(ethoxymethyl)-2-methyl-propyl]-3-nitro-quinolin-4-amine